FC1=C(C(=O)C2=NNC3=NC=C(C=C32)C3=CC=C(C=C3)S(=O)(=O)N)C(=CC=C1S(N)(=O)=O)F 4-[3-[2,6-difluoro-3-(sulfamoyl)benzoyl]-1H-pyrazolo[3,4-b]Pyridin-5-yl]Benzenesulfonamide